C12C(CC=CC1)C(=O)OC2=O cyclohex-4-ene-1,2-dicarboxylic acid anhydride